(3S,4R)-4-((4-(3-(aminomethyl)-4-isopropyl-5-methylquinolin-6-yl)-5-fluoropyrimidin-2-yl)amino)tetrahydro-2H-pyran-3-ol NCC=1C=NC2=CC=C(C(=C2C1C(C)C)C)C1=NC(=NC=C1F)N[C@H]1[C@@H](COCC1)O